2-[2-(3,5-dimethylisoxazol-4-yl)-4-[(1-fluorocyclopropanecarbonyl)amino]phenoxy]ethyl 4-methylbenzenesulfonate CC1=CC=C(C=C1)S(=O)(=O)OCCOC1=C(C=C(C=C1)NC(=O)C1(CC1)F)C=1C(=NOC1C)C